[Cl-].C(C1=CC=CC=C1)[N+]1=C(N(C=C1)C)C 3-benzyl-1,2-dimethyl-1H-imidazol-3-ium chloride